C(C)C1=CC(=NN1)NC1=NC(=NC2=CC(=C(C=C12)OC)OCCCN1CCCC1)N(C)C N4-(5-ethyl-1H-pyrazol-3-yl)-6-methoxy-N2,N2-dimethyl-7-(3-(pyrrolidine-1-yl)propoxy)quinazoline-2,4-diamine